methyl cis-2-((4-methylbiphenyl-3-yl)methyl)-3-((methylsulfonyl)amino)piperidine-1-carboxylate CC1=C(C=C(C=C1)C1=CC=CC=C1)C[C@@H]1N(CCC[C@@H]1NS(=O)(=O)C)C(=O)OC